tetrakis[[[2-(trimethoxysilyl)ethyl]dimethylsilyl]oxy]silane CO[Si](CC[Si](O[Si](O[Si](CC[Si](OC)(OC)OC)(C)C)(O[Si](CC[Si](OC)(OC)OC)(C)C)O[Si](CC[Si](OC)(OC)OC)(C)C)(C)C)(OC)OC